C1(=CC=CC=C1)C(CC(C(=O)OC(C)C)NC(=O)OC(C)(C)C)C(C)=O isopropyl 4-phenyl-2-(tert-butoxycarbonylamino)-5-oxohexanoate